(3,5-di-t-butyl-4-hydroxybenzyl-monoethylphosphonic acid) calcium [Ca].C(C)(C)(C)C=1C=C(CCCP(O)(O)=O)C=C(C1O)C(C)(C)C